OC(C#N)CC[Se]C 2-hydroxy-4-methylselenobutyronitrile